C1(CCCC1)C1=CC(=CC2=C1N=C(S2)N2[C@@H]1C[C@H]([C@H](C2)C1)OCC=1C(=NOC1C1CC1)C1CCC2(CC2)CC1)C(=O)O 4-cyclopentyl-2-((1S,4S,5R)-5-((5-cyclopropyl-3-(spiro[2.5]octan-6-yl)isoxazol-4-yl)methoxy)-2-azabicyclo[2.2.1]heptan-2-yl)benzo[d]thiazole-6-carboxylic acid